CN1N=C2[C@@H](N(CCC2=C1C1=NN(C(=C1)C(F)(F)F)C)C(=O)C1=CC2=C(C=N1)N=CS2)C (S)-(2,7-Dimethyl-3-(1-methyl-5-(trifluoromethyl)-1H-pyrazol-3-yl)-2,4,5,7-tetrahydro-6H-pyrazolo[3,4-c]pyridin-6-yl)(thiazolo[4,5-c]pyridin-6-yl)methanone